ethyl 6-chloro-4-(methylamino)pyridine-3-carboxylate ClC1=CC(=C(C=N1)C(=O)OCC)NC